(2R)-N-[2-(1-benzylpiperidin-4-yl)ethyl]-4-[3-(difluoromethyl)-4-fluorophenyl]-2-methylpiperazine-1-carboxamide C(C1=CC=CC=C1)N1CCC(CC1)CCNC(=O)N1[C@@H](CN(CC1)C1=CC(=C(C=C1)F)C(F)F)C